7-fluoro-4-isopropyl-2-(3-methyl-1H-pyrazol-4-yl)quinolin FC1=CC=C2C(=CC(=NC2=C1)C=1C(=NNC1)C)C(C)C